Cl.Cl.C(C)OC([C@H](CC1=CC=C(C=C1)F)NC([C@H](CCC1=NC2=C(N1C)C=CC(=C2)N(CCCl)CCCl)N)=O)=O (2S)-2-[[(2S)-2-amino-4-[5-[bis(2-chloroethyl)amino]-1-methyl-benzimidazol-2-yl]butanoyl]amino]-3-(4-fluorophenyl)propanoic acid ethyl ester dihydrochloride